FC(C1=NN=C(O1)C=1C=NC(=NC1)CN1C(C2=CC=CC=C2C(C1=O)(C)C)=O)F 2-((5-(5-(difluoromethyl)-1,3,4-oxadiazole-2-yl)pyrimidine-2-yl)methyl)-4,4-dimethylisoquinoline-1,3(2H,4H)-dione